2,5-Diphenyl-tetrazolium bromide [Br-].C1(=CC=CC=C1)N1[NH+]=C(N=N1)C1=CC=CC=C1